2,4-dinitroperbenzoic acid [N+](=O)([O-])C1=CC(=CC=C1C(=O)OO)[N+](=O)[O-]